2,3-dihydroxy-2H-pyran-2-formaldehyde OC1(OC=CC=C1O)C=O